FCOC1=C(C=CC(=C1)S(=O)(=O)C)NCC#CC1=C(C2=C(S1)C(=CC=C2)NC2CCN(CC2)C)CC(F)(F)F N-(2-(3-((2-(fluoromethoxy)-4-(methylsulfonyl)phenyl)amino)prop-1-yn-1-yl)-3-(2,2,2-trifluoroethyl)benzo[b]thiophen-7-yl)-1-methylpiperidin-4-amine